CC(COC(=O)CCCC(OC(=O)OC1CC(N(C(C1)(C)C)C)(C)C)(OC(=O)OC1CC(N(C(C1)(C)C)C)(C)C)OC(=O)OC1CC(N(C(C1)(C)C)C)(C)C)(C)C1OCC2(CO1)COC(OC2)C(COC(=O)CCCC(OC(=O)OC2CC(N(C(C2)(C)C)C)(C)C)(OC(=O)OC2CC(N(C(C2)(C)C)C)(C)C)OC(=O)OC2CC(N(C(C2)(C)C)C)(C)C)(C)C 3,9-bis(1,1-dimethyl-2-[tris(1,2,2,6,6-pentamethyl-4-piperidyloxycarbonyloxy)butylcarbonyloxy]ethyl)-2,4,8,10-tetraoxaspiro[5.5]Undecane